C(C)(C)N1N=C(C=C1C1[C@H]2CC(C[C@@H]12)N1C[C@@]2(CCS(C2)(=O)=O)CCC1)C(F)(F)F (S)-7-((1R,3r,5S,6S)-6-(1-Isopropyl-3-(trifluoromethyl)-1H-pyrazol-5-yl)bicyclo[3.1.0]hexan-3-yl)-2-thia-7-azaspiro[4.5]decane 2,2-dioxide